[Bi].C[Si](N[Si](C)(C)C)(C)C.C[Si](N[Si](C)(C)C)(C)C.C[Si](N[Si](C)(C)C)(C)C tris(hexamethyldisilazane) bismuth